(1R,3S)-3-{3-[(1,2-oxazol-5-ylacetyl)amino]-1H-pyrazol-5-yl}cyclopentyl ethylcarbamate C(C)NC(O[C@H]1C[C@H](CC1)C1=CC(=NN1)NC(CC1=CC=NO1)=O)=O